racemic-menthol C1(CC(C(CC1)C(C)C)O)C